CN(C)C(C)(C)O N,N-dimethylamino-isopropyl alcohol